ClC=1C=C(C2=C(OCCN(S2(=O)=O)[C@@H]([C@H](C)C2=C(C(=CC=C2F)C)C)C2=NNC(O2)=O)C1)CO 5-((1S,2R)-1-(7-chloro-9-(hydroxymethyl)-1,1-dioxido-3,4-dihydro-2H-benzo[b][1,4,5]oxathiazepin-2-yl)-2-(6-fluoro-2,3-dimethylphenyl)propyl)-1,3,4-oxadiazol-2(3H)-one